C(C)OC(C(=C)C)=O.CN(CCC)C dimethylpropyl-amine ethyl-methacrylate